COCC(=O)OOC1=NN(C(=C1Cl)C=1C=NC(=CC1)F)C1=NC=CC(=C1S(=O)C)C Methyl-({4-chloro-5-(6-fluoropyridin-3-yl)-1-[3-(methylsulfinyl)pyridin-2-yl]-1H-pyrazol-3-yl}oxy) (methoxy)acetat